1-ethyl-9,10-bis(n-heptanyloxy)anthracene C(C)C1=CC=CC2=C(C3=CC=CC=C3C(=C12)OCCCCCCC)OCCCCCCC